(7S)-15-bromo-14-methyl-5-oxa-13-thia-2,10,17-triazatetracyclo[8.7.0.02,7.012,16]heptadeca-1(17),12(16),14-trien-11-one BrC1=C(SC=2C(N3CC[C@H]4COCCN4C3=NC12)=O)C